FC=1C(=NC=2N(C1)N=CC2C=2NC=CN2)N2C(=CCC2)C=2C(=NC=C(C2)F)OC (R)-6-fluoro-5-(2-(5-fluoro-2-methoxypyridin-3-yl)pyrrolin-1-yl)-3-(1H-imidazol-2-yl)pyrazolo[1,5-a]pyrimidine